5-(4-tert-butylcyclohexyl)-N-(4-chloro-1H-indol-6-yl)-1H-1,3-benzodiazole-2-amine C(C)(C)(C)C1CCC(CC1)C1=CC2=C(NC(=N2)NC2=CC(=C3C=CNC3=C2)Cl)C=C1